2,2'-azobis[N-2-propyl-2-methylpropionamide] N(=NC(C(=O)NC(C)C)(C)C)C(C(=O)NC(C)C)(C)C